FC(C1=C(CBr)C=CC=C1)(F)F 2-trifluoromethylbenzyl bromide